FC1(C=NC2=C(O1)C=C(C(=C2)C2=C(C(=C(C(=C2F)F)F)F)F)C)F 2,2-difluoro-7-methyl-6-(perfluorophenyl)-2H-benzo[b][1,4]oxazin